CC1=C(C(=O)OC(C2=C(C=CC=C2[N+](=O)[O-])C)=O)C(=CC=C1)[N+](=O)[O-] 2-methyl-6-nitrobenzoic anhydride